carboxysilane C(=O)(O)[SiH3]